O=C(C(C(=O)OCC)CC1=CC(=CC=C1)B1OC(C(O1)(C)C)(C)C)C ethyl 3-oxo-2-(3-(4,4,5,5-tetramethyl-1,3,2-dioxaborolan-2-yl)benzyl)butanoate